CNCC(C1=CC(=C(C=C1)O)O)O (-)-adrenalin